6-(4-chlorophenyl)-2-methylpyrimidine ClC1=CC=C(C=C1)C1=CC=NC(=N1)C